C(C1=CC=CC=C1)OC(=O)N1CCN(CC1)CC1CN(C1)C(=O)OC(C)(C)C 4-[(1-tert-Butoxycarbonyl-azetidin-3-yl)methyl]piperazine-1-carboxylic acid benzyl ester